N-(3-acetylphenylimino)thiourea C(C)(=O)C=1C=C(C=CC1)N=NC(=S)N